4-(2-(but-2-ynoyl)-2,6-diazaspiro[3.4]octan-6-yl)-6-(5-methyl-1H-indazol-4-yl)-2-morpholinopyrimidine-5-carbonitrile C(C#CC)(=O)N1CC2(C1)CN(CC2)C2=NC(=NC(=C2C#N)C2=C1C=NNC1=CC=C2C)N2CCOCC2